1-(2,6-difluorophenyl)methylamine FC1=C(C(=CC=C1)F)CN